C(C)(C)(C)OC(\C=C\C(=C)C1=C(C=C(C=C1)C)C(NC=1C=CC=C2C=CC=NC12)=O)=O (E)-4-(4-methyl-2-(quinolin-8-ylcarbamoyl)phenyl)penta-2,4-dienoic acid tert-butyl ester